(R)-4-(6-((4-cyano-2-fluorobenzyl)oxy)pyridin-2-yl)-2-(methoxymethyl)piperazine-1-carboxylic acid C(#N)C1=CC(=C(COC2=CC=CC(=N2)N2C[C@@H](N(CC2)C(=O)O)COC)C=C1)F